4-(2-hydroxyethyloxy)azobenzene tetrahydrofuran-3,4-diyl-bis(2-hexyl-decanoate) O1CC(C(C1)C(C(=O)O)(CCCCCCCC)CCCCCC)C(C(=O)O)(CCCCCCCC)CCCCCC.OCCOC1=CC=C(C=C1)N=NC1=CC=CC=C1